2-((3-methylbenzo[d]isoxazol-6-yl)oxy)acetic acid tert-butyl ester C(C)(C)(C)OC(COC1=CC2=C(C(=NO2)C)C=C1)=O